(2,5-difluorophenyl)-3-(3,4-difluorophenyl)prop-2-ynhydrazide FC1=C(C=C(C=C1)F)N(N)C(C#CC1=CC(=C(C=C1)F)F)=O